1-(N,N-bis(2-ethylhexyl)aminomethyl)-2-mercapto-1H-1,3-benzothiazole C(C)C(CN(CC(CCCC)CC)CS1C(=NC2=C1C=CC=C2)S)CCCC